ClC=1C=CC2=C([Se]NS2(=O)C2=CC=C(C=C2)Cl)C1 5-chloro-1-(4-chlorophenyl)benzo[d][1,3,2]thiaselenazol-1-one